N-(3-(cyclopentylsulfonyl)phenyl)-2-(6-azaspiro[2.5]octan-6-yl)-6-(1,1,1-trifluoro-2-hydroxypropan-2-yl)nicotinamide C1(CCCC1)S(=O)(=O)C=1C=C(C=CC1)NC(C1=C(N=C(C=C1)C(C(F)(F)F)(C)O)N1CCC2(CC2)CC1)=O